O1C(=NC2=C1C=CC=C2)NCCNCC=2C=NC(=NC2)SCC N1-(benzo[d]oxazol-2-yl)-N2-((2-(ethylthio)pyrimidin-5-yl)methyl)ethane-1,2-diamine